CC=1N=C(SC1C1=NC(=NC=C1)NC=1C=C2C=C(NC2=CC1)C=O)NC (5-((4-(4-methyl-2-(methylamino)thiazol-5-yl)pyrimidin-2-yl)amino)-1H-indol-2-yl)methanone